henicosyl (Z)-hexadec-9-enoate C(CCCCCCC\C=C/CCCCCC)(=O)OCCCCCCCCCCCCCCCCCCCCC